ClC=1C=CC(=C(C1)C1=NN(C=C1NC(=O)C=1C=NN2C1N=CC=C2)C(C(=O)O)F)OC 2-(3-(5-chloro-2-methoxyphenyl)-4-(pyrazolo[1,5-a]pyrimidine-3-carboxamido)-1H-pyrazol-1-yl)-2-fluoroacetic acid